COC1=CC=C(C=C1)[C@H]1CC([C@H]2[C@@H]1OC(O2)(C)C)=O (3aR,6R,6aR)-6-(4-methoxyphenyl)-2,2-dimethyl-tetrahydrocyclopenta[d][1,3]dioxol-4-one